(S)-1-cyano-3,3-dimethylbutylcarbamic acid tert-butyl ester C(C)(C)(C)OC(N[C@@H](CC(C)(C)C)C#N)=O